[N+](=O)([O-])C=1C=CC=C2C(N(CC12)C1CNCCC1)=O 3-(7-nitro-3-oxo-1H-isoindole-2-yl)piperidine